C(C)(C)C1=C(NC2=CC=C(C=C12)C1CCNCC1)C1=CC2=C(CNCC2)S1 2-(3-isopropyl-5-(piperidin-4-yl)-1H-indol-2-yl)-4,5,6,7-tetrahydrothieno[2,3-c]pyridine